N-[5-[2-[4-[[cyclopropyl(2-hydroxyethyl)amino]methyl]-2-pyridyl]ethynyl]-8-(methylamino)-2,7-naphthyridin-3-yl]cyclopropanecarboxamide C1(CC1)N(CCO)CC1=CC(=NC=C1)C#CC1=C2C=C(N=CC2=C(N=C1)NC)NC(=O)C1CC1